C[Si]1(O[Si](O[SiH2]O1)(C1=CC=CC=2C3=CC=CC=C3C3=CC=CC=C3C12)C)C trimethyltriphenylenyl-cyclotrisiloxane